ethyl 2-(2-((5-(2-(aminomethyl)pyridin-4-yl)-1-isopropyl-1H-indazol-3-yl)methoxy)phenyl)acetate NCC1=NC=CC(=C1)C=1C=C2C(=NN(C2=CC1)C(C)C)COC1=C(C=CC=C1)CC(=O)OCC